1-(2-Phenylpropan-2-yl)hydrazine-1,2-dicarboxylic acid diisopropyl ester C(C)(C)OC(=O)N(NC(=O)OC(C)C)C(C)(C)C1=CC=CC=C1